C(C)OC(=O)C1=C(SC(=C1C)C=1OC=CN1)NC(=O)NC1(CC1)C(=O)OC(C)(C)C 2-(3-(1-(tert-butoxycarbonyl)cyclopropyl)ureido)-4-methyl-5-(oxazol-2-yl)thiophen-3-Formic acid ethyl ester